BrC1=C2CC(CC2=CC=C1)(C(=O)OCC)C(=O)OCC diethyl 4-bromo-1,3-dihydroindene-2,2-dicarboxylate